C(C=C)(=O)N1C[C@@H](N(CC1)C=1C2=C(N(C(N1)=O)C1=C(C=CC=C1S(=O)(=O)C)C(C)C)N=C(C(=C2)F)C=2NC(C=CC2)=O)C (S)-4-(4-acryloyl-2-methylpiperazin-1-yl)-6-fluoro-1-(2-isopropyl-6-(methylsulfonyl)phenyl)-7-(6-oxo-1,6-dihydropyridin-2-yl)pyridino[2,3-d]pyrimidin-2(1H)-one